(12S)-6-(benzyloxy)-20-nitro-18-(pyridin-3-yl)-6-(trifluoromethyl)-22-oxa-3,4,16,21-tetraazatetracyclo[15.3.1.12,5.012,16]docosa-1(21),2,4,9,17,19-hexaene C(C1=CC=CC=C1)OC1(C2=NN=C(C=3C(=CC(=C(N4CCC[C@H]4CC=CCC1)N3)C=3C=NC=CC3)[N+](=O)[O-])O2)C(F)(F)F